2-(3-(4-methoxy-3-methylphenyl)-1-methylureido)-5-oxo-5H-thieno[3,2-b]pyran-6-carboxylic acid COC1=C(C=C(C=C1)NC(N(C)C1=CC=2OC(C(=CC2S1)C(=O)O)=O)=O)C